COC1=CC(O[C@@H](C1)\C=C\C1=CC=CC=C1)=O (6S)-4-methoxy-6-[(1E)-2-phenylvinyl]-5,6-dihydro-2H-pyran-2-one